(S)-2-(1-cyclopropylethyl)-6-(1-cyclopropylvinyl)aniline C1(CC1)[C@H](C)C1=C(N)C(=CC=C1)C(=C)C1CC1